((3-fluoro-6-(2-methoxypyridin-4-yl)-2-methylphenyl)carbamoyl)-6-methoxy-6,7-dihydro-5H-pyrazolo[5,1-b][1,3]oxazine FC=1C(=C(C(=CC1)C1=CC(=NC=C1)OC)NC(=O)C1=NN2C(OCC(C2)OC)=C1)C